C(=O)(OC(C)(C)C)N([C@@H](CCCCN)C(=O)O)C(=O)OC(C)(C)C bis(Boc)-L-lysine